9-isopropylidene-1,4-dihydro-5-nitro-1,4-methanonaphthalene C(C)(C)=C1C2C=CC1C1=C(C=CC=C21)[N+](=O)[O-]